4-(cyclopropyl-(hydroxy)methyl)picolinic acid C1(CC1)C(C1=CC(=NC=C1)C(=O)O)O